ClC1=C(C=CC=C1NC(=O)C=1N(C2=C(CNCC2)N1)C)C1=C(C(=CC=C1)NC=1N=CC=C2C=C(C=NC12)CN1C[C@@H](CC1)O)Cl (R)-N-(2,2'-dichloro-3'-(3-((3-hydroxypyrrolidin-1-yl)methyl)-1,7-naphthyridin-8-ylamino)biphenyl-3-yl)-1-methyl-4,5,6,7-tetrahydro-1H-imidazo[4,5-c]pyridine-2-carboxamide